(S)-tert-butyl 3-(((2R,3R,4R,5S)-3,4,5-tris(benzyloxy)-2-methylpiperidin-1-yl)methyl)pyrrolidine-1-carboxylate C(C1=CC=CC=C1)O[C@@H]1[C@H](N(C[C@@H]([C@H]1OCC1=CC=CC=C1)OCC1=CC=CC=C1)C[C@H]1CN(CC1)C(=O)OC(C)(C)C)C